ClC1=NC=C(C(=C1)C1=C(C=NC(=C1)C)C(=O)NC=1SC2=C(N1)CN(C2)C(=O)C=2C(=NN(C2)C(C)C)C)OC 2'-chloro-N-(5-(1-isopropyl-3-methyl-1H-pyrazole-4-carbonyl)-5,6-dihydro-4H-pyrrolo[3,4-d]thiazol-2-yl)-5'-methoxy-6-methyl-[4,4'-bipyridine]-3-carboxamide